ClC1=C(C(=NC(=C1F)C)F)F 4-Chloro-2,3,5-trifluoro-6-methyl-pyridine